BrC=1C(=NC(=NC1C)Cl)OC 5-Bromo-2-chloro-4-methoxy-6-methylpyrimidine